(R)-8-(3-((tert-Butoxycarbonyl)amino)piperidin-1-yl)octanoic acid ethyl ester C(C)OC(CCCCCCCN1C[C@@H](CCC1)NC(=O)OC(C)(C)C)=O